FC=1C=C(CC=2N(C=3C(=C4CC[C@@H](N(C4=CC3)C(=O)OC)C)N2)C2CCNCC2)C=CC1OC methyl (S)-2-(3-fluoro-4-methoxybenzyl)-7-methyl-3-(piperidin-4-yl)-3,7,8,9-tetrahydro-6H-imidazo[4,5-f]quinoline-6-carboxylate